ClC=1C=CC(=C(C1)C(C(=O)NCC=1C=C2CN(C(C2=CC1)=O)C1C(NC(CC1)=O)=O)(F)F)OC 2-(5-chloro-2-methoxyphenyl)-N-((2-(2,6-dioxopiperidin-3-yl)-1-oxoisoindolin-5-yl)methyl)-2,2-difluoroacetamide